bis(2-hydroxybenzoate) tetrasodium [Na+].[Na+].[Na+].[Na+].OC1=C(C(=O)[O-])C=CC=C1.OC1=C(C(=O)[O-])C=CC=C1